(5-(2,2-difluorocyclopropyl)-1-methyl-1H-pyrazol-4-yl)((S)-2,7-dimethyl-3-(3,4,5-trifluorophenyl)-4,5-dihydro-2H-pyrazolo[3,4-c]pyridin-6-yl)methanone FC1(C(C1)C1=C(C=NN1C)C(=O)N1C(=C2C(CC1)=C(N(N2)C)C2=CC(=C(C(=C2)F)F)F)C)F